NC1=NC=CC=C1C1=NC=2C(=NC(=CC2)C2=CC=CC=C2)N1C1=CC=C(CN2CCN(C3(CC3)C2)C2=NC(=NC=C2)C#N)C=C1 4-(7-(4-(2-(2-Aminopyridin-3-yl)-5-phenyl-3H-imidazo[4,5-b]pyridin-3-yl)benzyl)-4,7-diazaspiro[2.5]octan-4-yl)pyrimidine-2-carbonitrile